(4-methoxycarbonyl-3-methyl-phenyl)boronic acid COC(=O)C1=C(C=C(C=C1)B(O)O)C